(chlorochromic acid) Pyridinium salt [NH+]1=CC=CC=C1.[Cr](=O)(=O)([O-])Cl